S1C2=C(NCC1)C=NC=C2C2=CC=C(C#N)C=C2 4-(3,4-Dihydro-2H-pyrido[4,3-b][1,4]thiazin-8-yl)benzonitrile